(4-(2-chloro-3-fluorophenyl)piperidin-1-yl)(6-(oxetan-3-yl)-4,5,6,7-tetrahydro-1H-pyrazolo[3,4-c]pyridin-3-yl)methanone heptadecan-9-yl-15-hydroxy-9-oxopentadecanoate CCCCCCCCC(CCCCCCCC)OC(CCCCCCCC(CCCCCCO)=O)=O.ClC1=C(C=CC=C1F)C1CCN(CC1)C(=O)C1=NNC=2CN(CCC21)C2COC2